(3S,4R)-1-benzyl-3-methyl-4-(4-methyl-1-((S)-tetrahydrofuran-3-yl)-1H-pyrazol-5-yl)piperidine C(C1=CC=CC=C1)N1C[C@H]([C@@H](CC1)C1=C(C=NN1[C@@H]1COCC1)C)C